7-fluoro-4-(4-oxo-4-(4-(5-(trifluoromethyl)pyrimidin-2-yl)piperazin-1-yl)butyl)phthalazin-1(2H)-one FC1=CC=C2C(=NNC(C2=C1)=O)CCCC(N1CCN(CC1)C1=NC=C(C=N1)C(F)(F)F)=O